C1(CC1)CC1=CN(C2=CC=CC=C12)S(=O)(=O)C1=CC=C(C=C1)C 3-(cyclopropylmethyl)-1-(4-methylbenzenesulfonyl)indol